CC(=CC(=O)N)C dimethylacrylamide